dihydro-pyrazolyl-coumarin 3-{[3-(acryloylamino)propyl](dimethyl)ammonio}-1-propanesulfonate C(C=C)(=O)NCCC[N+](CCCS(=O)(=O)[O-])(C)C.N1(NCC=C1)C=1C(OC2=CC=CC=C2C1)=O